C(C1=CC=CC=C1)OC([C@@H](CC1=CC=C(C=C1)C1=CCC(CC1)(F)F)O)=O Benzyl-(2R)-3-[4-(4,4-difluorocyclohex-1-en-1-yl) phenyl]-2-hydroxypropionate